3-(thiophen-2-yl)-1,2,4-oxadiazole-5-carbonyl chloride S1C(=CC=C1)C1=NOC(=N1)C(=O)Cl